CC1=NC(=CC(=C1)C=1C(=NN2C1N=C(C=C2)C(=O)N2CCC1(C(NC(N1)=O)=O)CC2)C=2C=C(C#N)C=CC2)C 3-[3-(2,6-dimethyl-4-pyridinyl)-5-(2,4-dioxo-1,3,8-triazaspiro[4.5]decane-8-carbonyl)pyrazolo[1,5-a]pyrimidin-2-yl]benzonitrile